NC1=CC=C(C=C1)CCCCCCCCC1=CC=C(C=C1)N 1,8-bis(4-aminophenyl)octane